(6-[6-methyl-2,6-diazaspiro[3.3]heptan-2-yl]pyridin-2-yl)methylamine CN1CC2(CN(C2)C2=CC=CC(=N2)CN)C1